1,4-dichloromethylnaphthalene crotyl-acetate C(C=CC)CC(=O)O.ClCC1=CC=C(C2=CC=CC=C12)CCl